N-(cyclohexylmethyl)nonane-1,9-diamine C1(CCCCC1)CNCCCCCCCCCN